C(CCCCCCCCC)(=O)OCC(CO)O 2,3-dihydroxypropyl decanoate